1-(5-methyl-2-((tetrahydrofuran-3-yl)amino)pyridin-4-yl)-N-(1-(3-chlorophenyl)-2-hydroxyethyl)-1H-pyrrole-3-carboxamide CC=1C(=CC(=NC1)NC1COCC1)N1C=C(C=C1)C(=O)NC(CO)C1=CC(=CC=C1)Cl